C(C)(C)O[Nb](OC(C)C)(OC(C)C)(OC(C)C)OC(C)C penta-i-propoxyniobium